C(C1=CC=C(C(=O)OOCC)C=C1)(=O)OOCC bis-(ethoxy) terephthalate